C(C)(C)(C)OC(NC12CC(C1)(C2)NC(=O)C2=CC(=NO2)C)=O {3-[(3-methyl-1,2-oxazole-5-carbonyl)amino]bicyclo[1.1.1]pentan-1-yl}carbamic acid tert-butyl ester